N-(3-(dimethylamino)propyl)-4-morpholino-2-(4-phenyl-1H-pyrazol-1-yl)furo[3,2-d]pyrimidine-6-carboxamide CN(CCCNC(=O)C1=CC=2N=C(N=C(C2O1)N1CCOCC1)N1N=CC(=C1)C1=CC=CC=C1)C